2-[(6-methoxy-2-methyl-1,2,3,4-tetrahydroisoquinolin-7-yl)amino]-4-{[2-(trifluoromethyl)phenyl]amino}pyrimidine-5-carboxamide COC=1C=C2CCN(CC2=CC1NC1=NC=C(C(=N1)NC1=C(C=CC=C1)C(F)(F)F)C(=O)N)C